FC=1C(=C(C=CC1F)[C@@H]1[C@@H](O[C@@]([C@H]1C)(C(F)(F)F)C)C(=O)NC1=C(C(=NC=C1)C(=O)N)F)OC 4-[[(2R,3R,4S,5S)-3-(3,4-Difluoro-2-methoxy-phenyl)-4,5-dimethyl-5-(trifluoromethyl)tetrahydrofuran-2-carbonyl]amino]-3-fluoro-pyridin-2-carboxamid